N-(4'-(((3R,4S,5R)-3,4-dihydroxy-5-methoxy-6,6-dimethyltetrahydro-2H-pyran-2-yl)oxy)-3''-(trifluoromethyl)-1,2,3,6-tetrahydro-[1,1':2',1''-terphenyl]-2-yl)acetamide O[C@H]1C(OC([C@@H]([C@H]1O)OC)(C)C)OC=1C=C(C(=CC1)C1C(CC=CC1)NC(C)=O)C1=CC(=CC=C1)C(F)(F)F